racemic-2-allyl-1-(7-hydroxy-7-methyl-6,7-dihydro-5H-cyclopenta[b]pyridin-2-yl)-6-((4-(4-methylpiperazin-1-yl)phenyl)amino)-1,2-dihydro-3H-pyrazolo[3,4-d]pyrimidin-3-one C(C=C)N1N(C2=NC(=NC=C2C1=O)NC1=CC=C(C=C1)N1CCN(CC1)C)C1=CC=C2C(=N1)[C@](CC2)(C)O |r|